7-[(3S)-3,4-dimethylpiperazin-1-yl]-2-(2-methyl-1,3-benzoxazol-6-yl)-4H-pyrido[1,2-a]pyrimidin-4-one C[C@H]1CN(CCN1C)C=1C=CC=2N(C(C=C(N2)C2=CC3=C(N=C(O3)C)C=C2)=O)C1